6-fluoropyridinecarboxylate FC1=CC=CC(=N1)C(=O)[O-]